(S)-3-(3-(4-hydroxy-1-methyl-2-oxo-1,2-dihydropyridin-3-yl)ureido)-3-(4-(o-tolyloxy)phenyl)propanoic acid ethyl ester C(C)OC(C[C@@H](C1=CC=C(C=C1)OC1=C(C=CC=C1)C)NC(=O)NC=1C(N(C=CC1O)C)=O)=O